COC1=NC(=CC(=C1)NC=1C(=NC(=C(N1)NC)C=1C2=C(C=NC1)N(C=N2)C)C(=O)N)C 3-[(2-methoxy-6-methyl-4-pyridyl)amino]-5-(methylamino)-6-(3-methylimidazo[4,5-c]pyridin-7-yl)pyrazine-2-carboxamide